C1(CC1)C[C@@H](B1O[C@@]2([C@H](O1)C[C@H]1C([C@@H]2C1)(C)C)C)NC([C@@H](COC)NC(OC(C)(C)C)=O)=O tert-butyl ((R)-1-(((R)-2-cyclopropyl-1-((3aS,4S,6S,7aR)-3a,5,5-trimethyl hexahydro-4,6-methanobenzo[d][1,3,2]dioxaborol-2-yl)ethyl)amino)-3-methoxy-1-oxopropan-2-yl)carbamate